ClC1=CC(=C(CN[C@H](C(=O)O)CCN2CCOCC2)C=C1)OC1=CC=C(C=C1)C1=CN=C(N1C)CN(C)C (S)-2-((4-chloro-2-(4-(2-((dimethylamino)methyl)-1-methyl-1H-imidazol-5-yl)phenoxy)benzyl)amino)-4-morpholinobutanoic acid